2-METHOXYNAPHTHALENE-7-BORONIC ACID COC1=CC2=CC(=CC=C2C=C1)B(O)O